5-(3,4-epoxycyclohexyl)pentylmethyldimethoxysilane C1(CC2C(CC1)O2)CCCCC[Si](OC)(OC)C